C(C=C)[C@@]1(N(C[C@@H](C1)F)C(=O)OC(C)(C)C)C(=O)OC 1-(tert-butyl) 2-methyl (2S,4R)-2-allyl-4-fluoropyrrolidine-1,2-dicarboxylate